2-(3-Amino-4-methoxy-1-methyl-1H-indazol-5-yl)acetonitrile NC1=NN(C2=CC=C(C(=C12)OC)CC#N)C